4a-(2,3-dichlorophenyl)octahydro-2H-benzo[b][1,4]oxazine hydrochloride Cl.ClC1=C(C=CC=C1Cl)C12C(OCCN1)CCCC2